pivaloyl-phenylalanine C(C(C)(C)C)(=O)N[C@@H](CC1=CC=CC=C1)C(=O)O